COC(=O)C=1C(=NN2C1C(=CC=C2)OC)NC(=O)OC(C)(C)C ((tert-Butoxycarbonyl)amino)-4-methoxypyrazolo[1,5-a]pyridine-3-carboxylic acid methyl ester